[Cl-].C[N+](CCCCCCCCCCCC)(C)C N,N,N-Trimethyl-1-dodecanaminium chloride